2-(methanesulfonyl)-N-[(7-methyl-3H-imidazo[4,5-b]pyridin-2-yl)methyl]-8-(propan-2-yl)pyrazolo[1,5-a][1,3,5]triazin-4-amine CS(=O)(=O)C1=NC=2N(C(=N1)NCC1=NC=3C(=NC=CC3C)N1)N=CC2C(C)C